FC(C1=NN2C(N=C(C=C2NCC2(CCN(CC2)C=2C=CC(N(N2)C)=O)C2=CC=C(C=C2)F)C(F)(F)F)=C1)(F)F 6-(4-(((2,5-Bis(trifluoromethyl)pyrazolo[1,5-a]pyrimidin-7-yl)amino)methyl)-4-(4-fluorophenyl)piperidin-1-yl)-2-methylpyridazin-3(2H)-one